C=C1NC(C(C#N)C=C1)=C bis(methylene)nicotinonitrile